(3-chloro-4-fluorophenyl)(cis-2,6-dimethyl-1-(2,2,2-trifluoroethyl)piperidin-4-yl)methanone ClC=1C=C(C=CC1F)C(=O)C1CC(N(C(C1)C)CC(F)(F)F)C